1-(5-Chloro-1H-pyrrolo[2,3-b]pyridin-3-yl)-N,N,N-trimethylmethanaminium Iodide [I-].ClC=1C=C2C(=NC1)NC=C2C[N+](C)(C)C